FC1=C(N=CC2=C1N=C(N=C2N2CCC(CC2)C(=O)OC2=CC(=CC=C2)C#N)OCC21CCCN1CCC2)C2=CC=CC1=CC=CC(=C21)F 3-cyanophenyl 1-(8-fluoro-7-(8-fluoronaphthalen-1-yl)-2-((hexahydro-1H-pyrrolizin-7a-yl)methoxy)pyrido[4,3-d]pyrimidin-4-yl)piperidine-4-carboxylate